3-(trimethoxysilyl)propionic acid CO[Si](CCC(=O)O)(OC)OC